Tert-Butyl 3-[4-(trifluoromethylsulfonimidoyl)phenyl]azetidine-1-carboxylate FC(S(=O)(=N)C1=CC=C(C=C1)C1CN(C1)C(=O)OC(C)(C)C)(F)F